4-((trifluoromethyl)sulfonyl)phenol FC(S(=O)(=O)C1=CC=C(C=C1)O)(F)F